(S)-oxetan-2-ylmethyl methanesulfonate CS(=O)(=O)OC[C@H]1OCC1